IC1=NC=C(C(=N1)I)C(=O)Cl 2,4-diiodopyrimidine-5-carbonyl chloride